COC(C=CC)=O butenoic acid methyl ester